2,3-bis(2,5-dioxo-2,5-dihydro-1H-pyrrol-1-yl)succinamide O=C1N(C(C=C1)=O)C(C(=O)N)C(C(=O)N)N1C(C=CC1=O)=O